COC1=CC=C(C=C1)N1NC(=CC1C1=C(C=C(C=C1)OC)OC)C=CC1=C(C=C(C=C1)OC)OC 1-(4-methoxyphenyl)-3-(2,4-dimethoxystyryl)-5-(2,4-dimethoxyphenyl)-pyrazoline